C12C(C3C(C1)C(=O)OC3=O)C(=O)OC2=O cyclopentane-1,2,3,4-tetracarboxylic acid 1,2:3,4-dianhydride